ClC=1C=C(C=CC1)CC(=O)N[C@@H]1CCO[C@]12O[C@@H]([C@@H]([C@@H]([C@H]2O)N2N=NC(=C2)C2=CC(=C(C(=C2)F)F)F)O)CO 2-(3-chlorophenyl)-N-((4r,5s,7r,8r,9s,10r)-8,10-dihydroxy-7-(hydroxymethyl)-9-(4-(3,4,5-trifluorophenyl)-1H-1,2,3-triazol-1-yl)-1,6-dioxaspiro[4.5]dec-4-yl)acetamide